2,3-dihydro-2,2-dimethyl-7-benzofurane CC1(OC=2C(C=CC2)=CC1)C